C12CNCC(CC1)N2C2=NC=C(C=N2)N2CCN(CC2)C(=O)OCC2=CC=CC=C2 benzyl 4-[2-[3,8-diazabicyclo[3.2.1]octan-8-yl]pyrimidin-5-yl]piperazine-1-carboxylate